iron porphyrin molybdenum [Mo].C12=CC=C(N1)C=C1C=CC(=N1)C=C1C=CC(N1)=CC=1C=CC(N1)=C2.[Fe]